Cl.C[C@@]1(NCCC1)C(=O)O (2S)-2-methylpyrrolidine-2-carboxylic acid hydrochloride